trimethyl-decan-1-amine CC(CCCCCCCCCN)(C)C